ClC1=C(C=CC=C1)N(C1=NC(=NC(=N1)NC1=CC(=NN1)C1CC1)N[C@H](C(=O)OC)C(C)(C)C)C methyl (S)-2-((4-((2-chlorophenyl) (methyl) amino)-6-((3-cyclopropyl-1H-pyrazol-5-yl) amino)-1,3,5-triazin-2-yl) amino)-3,3-dimethylbutyrate